NC=1N=NC(=CC1C1=CC=C(C=C1)C1CC2(CN(C2)C2CCC(CC2)NC(OC(C)(C)C)=O)C1)C1=C(C=CC=C1)O tert-butyl (4-(6-(4-(3-amino-6-(2-hydroxyphenyl)pyridazin-4-yl) phenyl)-2-azaspiro[3.3]heptan-2-yl)cyclohexyl)carbamate